CCC(CC=CC)C(=O)OC Methyl hept-5-ene-3-carboxylate